naphtho[2,3-B]benzofuran-1-boronic acid C=1(C=CC=C2C1C1=C(O2)C=C2C=CC=CC2=C1)B(O)O